phenyl-4,6-dihydropyrrolo[3,4-c]pyrazole-5(1H)-carbonitrile C1(=CC=CC=C1)N1N=CC2=C1CN(C2)C#N